normal nonacosane CCCCCCCCCCCCCCCCCCCCCCCCCCCCC